6-[4-[(3aS,7aS)-1-methyl-3,3a,4,5,7,7a-hexahydro-2H-pyrrolo[2,3-c]pyridin-6-yl]-6-fluoro-8-(methylamino)-9H-pyrido[2,3-b]indol-3-yl]-1-methyl-4-oxo-1,8-naphthyridine-3-carboxylic acid CN1CC[C@@H]2[C@H]1CN(CC2)C2=C(C=NC=1NC3=C(C=C(C=C3C12)F)NC)C=1C=C2C(C(=CN(C2=NC1)C)C(=O)O)=O